methyl 3-{2-fluoro-5-[(indol-1-yl) carbonyl]-4-methoxyphenyl}-2,4-dioxo-1H-thieno[3,4-d]pyrimidine-5-carboxylate FC1=C(C=C(C(=C1)OC)C(=O)N1C=CC2=CC=CC=C12)N1C(NC=2C(C1=O)=C(SC2)C(=O)OC)=O